3-methyl-2-((methylamino)methyl)benzofuran-4-ol CC1=C(OC=2C1=C(C=CC2)O)CNC